(S)-N-(1-Amino-3-hydroxy-1-oxopropan-2-yl)-2-methyl-5-(pyrimidin-2-ylmethoxy)benzofuran NC(C(CO)N1[C@@H](N=CC=C1)COC=1C=CC2=C(C=C(O2)C)C1)=O